[N+](=O)([O-])C1=C(CC(C(=O)O)(C)OCC2=C(C=CC=C2)[N+](=O)[O-])C=CC=C1 (2-nitrobenzyl)-[(2-nitrobenzyl)oxy]propionic acid